FC1=CC(=C(C=O)C=C1F)O 4,5-DIFLUORO-2-HYDROXYBENZALDEHYDE